1-chlorodibenzo[b,d]furan ClC1=CC=CC=2OC3=C(C21)C=CC=C3